NP(=N)N Phosphaguanidine